O=C1C(=CN=C(N1CC(=O)OC(C)(C)C)N1CCCCC1)N[C@H](C)C=1SC(=CC1)C1=CC=CC=C1 Tert-Butyl (R)-2-(6-oxo-5-((1-(5-phenylthiophen-2-yl)ethyl)amino)-2-(piperidin-1-yl)pyrimidin-1(6H)-yl)acetate